FC1=C(C=CC(=C1)F)[C@@](CC(=O)NC1(CC1)C1=NC(=CC=C1)C(F)(F)F)(C)O (S)-3-(2,4-difluorophenyl)-3-hydroxy-N-(1-(6-(trifluoromethyl)pyridin-2-yl)cyclopropyl)butanamide